BrC=1C(=C(C=2N(C1)C(=C(N2)C)NC(OC(C)(C)C)=O)F)OC tert-butyl N-(6-bromo-8-fluoro-7-methoxy-2-methyl-imidazo[1,2-a]pyridin-3-yl)carbamate